ClC=1C(=C(CNC(CN(C(CN2N=C(C3=CC=CC=C23)C(=O)N)=O)[C@H](C)C2CC2)=O)C=CC1)F (R)-1-(2-((2-((3-chloro-2-fluorobenzyl)amino)-2-oxoethyl)(1-cyclopropylethyl)amino)-2-oxoethyl)-1H-indazole-3-carboxamide